CN(C1CCC(CC1)NC(OC(C)(C)C)=O)CC1CCNCC1 tert-butyl N-[4-[methyl(4-piperidylmethyl) amino]cyclohexyl]carbamate